chromium (II) pyrrolide [N-]1C=CC=C1.[Cr+2].[N-]1C=CC=C1